COC1=CC(=NC=N1)C1=CC=2C=NC(=CC2N1C)NC1CCOCC1 2-(6-methoxypyrimidin-4-yl)-1-methyl-N-tetrahydropyran-4-yl-pyrrolo[3,2-c]Pyridin-6-amine